F[C@H]1CN(CC1)CC1(CC1)COC=1N=C(C2=C(N1)CNCC2)N2CC1CCC(C2)N1C(=O)OC(C)(C)C tert-butyl 3-(2-((1-(((R)-3-fluoropyrrolidin-1-yl)methyl)cyclopropyl)methoxy)-5,6,7,8-tetrahydropyrido[3,4-d]pyrimidin-4-yl)-3,8-diazabicyclo[3.2.1]octane-8-carboxylate